C(C)(C)(C)N(C(O)=O)C1=CC=C(C=C1)C1=CC=C(C=C1)OCCCCCC#C.FC(C(F)(F)F)(F)P(F)(F)(CC(F)(F)F)C(C(F)(F)F)(F)F bis(pentafluoroethyl)(trifluoroethyl)difluorophosphorane tert-butyl-(4'-(hept-6-yn-1-yloxy)-[1,1'-biphenyl]-4-yl)carbamate